ON1C(C=2C(C1=O)=CC=CC2)=O 2-N-hydroxyphthalimide